C(#N)CC(C)C1=CC(=NN1)C(=O)OCC ethyl 5-(1-cyanopropan-2-yl)-1H-pyrazole-3-carboxylate